C1(=CC=CC=C1)P(C1=CC=CC=2C3=CC=CC=C3NC12)C1=CC=CC=C1 1-(diphenylphosphino)-9H-carbazole